N-(carboxymethyl)-N-phenyl-beta-alanine C(=O)(O)CN(CCC(=O)O)C1=CC=CC=C1